(Z)-2-(4-(dimethylamino)benzylidene)-6-hydroxybenzofuran-3(2H)-one CN(C1=CC=C(\C=C\2/OC3=C(C2=O)C=CC(=C3)O)C=C1)C